C1([C@H](O)[C@@H](O)[C@H](O)[C@H](O1)CO)O[C@H]1[C@@H]([C@H](C(O[C@@H]1CO)OC[C@H]([C@H]([C@@H]([C@H](C=O)O)O)O)O)O)O glucosyl-(1→4)-glucosyl-(1→6)-glucose